5-(1-((S)-1,1-difluoropropan-2-yl)-1H-benzo[d][1,2,3]triazol-6-yl)-N-((3S,4R)-3-fluoro-1-(oxetan-3-yl)piperidin-4-yl)-4-methoxypyrrolo[2,1-f][1,2,4]triazin-2-amine FC([C@H](C)N1N=NC2=C1C=C(C=C2)C=2C=CN1N=C(N=C(C12)OC)N[C@H]1[C@H](CN(CC1)C1COC1)F)F